ClC=1C=CC=2N(C1)C(N(N2)C(C(C)N2C(C1=CC=CC=C1C2=O)=O)=O)(CS(=O)(=O)C)NC(C(=C)N2C(C1=CC=CC=C1C2=O)=O)=O N-[6-chloro-2-[2-(1,3-dioxoisoindolin-2-yl)propanoyl]-3-(methylsulfonylmethyl)-[1,2,4]triazolo[4,3-a]pyridin-3-yl]-2-(1,3-dioxoisoindolin-2-yl)propenamide